1-(3-amino-1,5,5-trimethyl-cyclohexylmethyl)-2,3-dicyclohexylguanidine NC1CC(CC(C1)(C)C)(C)CNC(=NC1CCCCC1)NC1CCCCC1